(2S,3R)-ethyl 2-((4-(4-(2-chloro-3-(6-methoxy-5-(((((S)-5-oxopyrrolidin-2-yl)methyl)amino)methyl)pyridin-2-yl)phenyl)-1H-indazol-1-yl)-2,6-dimethoxybenzyl)amino)-3-hydroxybutanoate ClC1=C(C=CC=C1C1=NC(=C(C=C1)CNC[C@H]1NC(CC1)=O)OC)C1=C2C=NN(C2=CC=C1)C1=CC(=C(CN[C@H](C(=O)OCC)[C@@H](C)O)C(=C1)OC)OC